N-((1s,2r)-2-hydroxy-2,3-dihydro-1H-inden-1-yl)-6-(2-methoxypyrimidin-5-yl)-2-(1-methyl-1H-pyrazol-4-yl)-3-oxo-2,3-dihydropyridazine-4-carboxamide O[C@H]1[C@H](C2=CC=CC=C2C1)NC(=O)C=1C(N(N=C(C1)C=1C=NC(=NC1)OC)C=1C=NN(C1)C)=O